Dimethyl 2-(8-bromo-3-oxo-1H-imidazo[1,5-a]indol-2(3H)-yl)glutarate BrC=1C=2C=C3N(C2C=CC1)C(N(C3)C(C(=O)OC)CCC(=O)OC)=O